(3S)-7-((2S,5R)-4-acryloyl-2,5-dimethylpiperazin-1-yl)-10-(5-chloro-2,4-difluorophenyl)-3-(methoxymethyl)-9-(trifluoromethyl)-2H-[1,4]thiazino[2,3,4-ij]quinazolin-5(3H)-one C(C=C)(=O)N1C[C@@H](N(C[C@H]1C)C1=NC(N2C3=C(C(=C(C=C13)C(F)(F)F)C1=C(C=C(C(=C1)Cl)F)F)SC[C@@H]2COC)=O)C